BrC1=CC=C(C(=N1)OC)NC(=O)C=1C(=NOC1C)C1=CC=CC=C1 N-(6-Bromo-2-methoxy-3-pyridyl)-5-methyl-3-phenyl-isoxazole-4-carboxamide